2,2-bis[3-(3,4-dicarboxyphenoxy)phenyl]-1,1,1,3,3,3-hexaFluoropropane C(=O)(O)C=1C=C(OC=2C=C(C=CC2)C(C(F)(F)F)(C(F)(F)F)C2=CC(=CC=C2)OC2=CC(=C(C=C2)C(=O)O)C(=O)O)C=CC1C(=O)O